benzyl-21-methoxy-5,7,19-trioxa-2,13,24,26-tetraazapentacyclo[18.6.2.03,11.04,8.023,27]octacosa-1(26),3(11),4(8),9,20,22,24,27-octaene-13-carboxylate C(C1=CC=CC=C1)OC(=O)N1CC=2C=CC=3OCOC3C2NC2=NC=NC3=CC(=C(OCCCCC1)C=C23)OC